(2-methyl-5,6,7,8,9,10-hexahydro-7,10-epiminocyclohepta[b]indol-11-yl)(5-(trifluoromethyl)-1H-pyrazol-3-yl)methanone CC=1C=C2C3=C(NC2=CC1)CC1CCC3N1C(=O)C1=NNC(=C1)C(F)(F)F